FC(OC1=C(C=NC(=C1)C(F)F)N)F 4-(difluoromethoxy)-6-(difluoromethyl)pyridine-3-amine